FC1=CC=C(CC2=CC3=C(OC[C@@H](N3C(=O)OCC3=CC=CC=C3)C)N=C2NCC(F)(F)F)C=C1 benzyl (S)-7-(4-fluorobenzyl)-2-methyl-6-((2,2,2-trifluoroethyl) amino)-2,3-dihydro-1H-pyrido[2,3-b][1,4]oxazine-1-carboxylate